OC1=C(C(=C(C(=O)OCOC)C(=C1C)OC)OC)C methoxymethyl 4-hydroxy-2,6-dimethoxy-3,5-dimethylbenzoate